CC(CCC1=NC(=NC(=N1)N)N)C1=NC(=NC(=N1)N)N 6,6'-(1-methyl-1,3-propanediyl)bis-1,3,5-triazine-2,4-diamine